1-(trans-4-methoxycyclohexyl)-7-(2-methyl-6-(4H-1,2,4-triazol-3-yl)pyridin-3-yl)-3,4-dihydropyrazino[2,3-b]pyrazin-2(1H)-one CO[C@@H]1CC[C@H](CC1)N1C(CNC=2C1=NC(=CN2)C=2C(=NC(=CC2)C2=NN=CN2)C)=O